CN1N=NC2=C1C=C(C=C2)C2=CNC1=NC=C(C=C12)N1CCN(CC1)C 1-methyl-6-(5-(4-methylpiperazin-1-yl)-1H-pyrrolo[2,3-b]pyridin-3-yl)-1H-benzo[d][1,2,3]triazole